2-chloro-N-(3-fluoro-4-methoxyphenyl)pyridin-3-amine ClC1=NC=CC=C1NC1=CC(=C(C=C1)OC)F